propenyl tribromophenyl ether BrC1=C(C(=C(C=C1)OC=CC)Br)Br